Pyrimidine-5-carbohydrazide N1=CN=CC(=C1)C(=O)NN